1-(pyridin-3-yl)-1H-imidazol-4-amine N1=CC(=CC=C1)N1C=NC(=C1)N